6-(METHYL((1R,2R)-2-(METHYLAMINO)CYCLOHEXYL)AMINO)-N-(1-METHYL-1H-INDAZOL-7-YL)PYRIDINE-3-SULFONAMIDE CN(C1=CC=C(C=N1)S(=O)(=O)NC=1C=CC=C2C=NN(C12)C)[C@H]1[C@@H](CCCC1)NC